(1R)-1-[3-(m-tolyl)-1,2,4-oxadiazol-5-yl]ethanamine C1(=CC(=CC=C1)C1=NOC(=N1)[C@@H](C)N)C